CONC(C(C)(C)C)=O N-Methoxy-2,2-dimethylpropanamide